isoquinolinedione selenocyanate [Se-]C#N.C1(NC(CC2=CC=CC=C12)=O)=O